C(C1=CC=CC=C1)OC1=CC=C2C(=C(C(=NC2=C1)O)C1CCOCC1)C1=CC=C(C=C1)F 7-benzyloxy-4-(4-fluorophenyl)-3-tetrahydropyran-4-yl-quinolin-2-ol